5-Bromo-N-(5-(1-cyanocyclohexyl)-2-hydroxyphenyl)-2-hydroxybenzenesulfonamide BrC=1C=CC(=C(C1)S(=O)(=O)NC1=C(C=CC(=C1)C1(CCCCC1)C#N)O)O